CC=1N=CC(=NC1)NC1CC(CC1)N N3-(5-methylpyrazin-2-yl)cyclopentane-1,3-diamine